FC1=C(C=CC(=C1)C(=O)O)C1=CC=C(C=C1)F 2,4'-difluoro-[1,1'-biphenyl]-4-carboxylic acid